FC1(CCN(CC1)C1=CC(=CC=2N=C(OC21)C)NC(OC(C)(C)C)=O)F tert-butyl (7-(4,4-difluoropiperidin-1-yl)-2-methylbenzo[d]oxazol-5-yl)carbamate